4-(4-ethylpiperazin-1-yl)-N-(5-(2-fluoro-6-methoxyphenyl)-1H-pyrazolo[3,4-c]pyridin-3-yl)benzamide C(C)N1CCN(CC1)C1=CC=C(C(=O)NC2=NNC3=CN=C(C=C32)C3=C(C=CC=C3OC)F)C=C1